1-(2-Aminopyrimidin-4-yl)piperidine-4-carboxylic acid ethyl ester C(C)OC(=O)C1CCN(CC1)C1=NC(=NC=C1)N